ClC(C)Cl Dichloroethan